N-((5-bromo-4-methylpyridin-2-yl)methyl)-1-methyl-4-(2-(p-tolyl)-2H-pyrazolo[3,4-d]pyrimidin-4-yl)piperazine-2-carboxamide BrC=1C(=CC(=NC1)CNC(=O)C1N(CCN(C1)C=1C=2C(N=CN1)=NN(C2)C2=CC=C(C=C2)C)C)C